1-[4-(4-chlorophenoxy)-2-trifluoromethyl-phenyl]ethanone ClC1=CC=C(OC2=CC(=C(C=C2)C(C)=O)C(F)(F)F)C=C1